N-((2-((S)-1,2-dihydroxypropan-2-yl)thiazol-5-yl)(oxo)(ureido)-λ6-sulfaneylidene)-2-(2-isopropyl-6-(2-methoxypyridin-4-yl)phenyl)acetamide OC[C@](C)(O)C=1SC(=CN1)S(=NC(CC1=C(C=CC=C1C1=CC(=NC=C1)OC)C(C)C)=O)(NC(=O)N)=O